ClC12CC3CC(CC(C1)C3)C2 1-chloroadamantan